N1C=C(C2=CC=CC=C12)C1=CNC2=CC=C(C=C12)C=O 3-indole-3-yl-Indole-5-aldehyde